NC1=NN2C(C=C(C=C2)C=2C(=C(C(=O)NC[C@H]([C@H](O)C3=CC=C(C=C3)F)F)C(=CC2)Cl)F)=N1 3-(2-amino-[1,2,4]triazolo[1,5-a]pyridin-7-yl)-6-chloro-2-fluoro-N-((2R,3R)-2-fluoro-3-(4-fluorophenyl)-3-hydroxypropyl)benzamide